O=C1[C@H](C[C@@H]2N1[C@H](OC2)C2=CC=CC=C2)NC(OC(C)(C)C)=O tert-butyl N-[(3R,6S,7aS)-5-oxo-3-phenyl-3,6,7,7a-tetrahydro-1H-pyrrolo[1,2-c]oxazol-6-yl]-carbamate